O(C1=CC=CC=C1)C1=CC=C(C=C1)NC(OCC=1C(=C2C(N(CC2=CC1)C1C(NC(CC1)=O)=O)=O)OC1CCOCC1)=O [2-(2,6-dioxopiperidin-3-yl)-4-(oxan-4-yloxy)-3-oxo-2,3-dihydro-1H-isoindol-5-yl]methyl N-(4-phenoxyphenyl)carbamate